Cl.N[C@@H](C)C1=NC(=NN1C=1N=CC(=NC1)C(=O)N)C1CC1 5-[5-[(1s)-1-aminoethyl]-3-cyclopropyl-1,2,4-triazol-1-yl]pyrazine-2-carboxamide hydrochloride